N-(3-(1H-pyrazol-1-yl)benzyl)-N-(3-methoxybenzyl)-3-((2-morpholinoethoxy)methyl)aniline N1(N=CC=C1)C=1C=C(CN(C2=CC(=CC=C2)COCCN2CCOCC2)CC2=CC(=CC=C2)OC)C=CC1